ClC1=NC2=C(N1CC1=NC=C(C#N)C=C1)C=CC=C2Cl 6-((2,4-dichloro-1H-benzo[d]imidazol-1-yl)methyl)nicotinonitrile